ClC=1C=CC(=C(C=O)C1)F 5-CHLORO-2-FLUOROBENZALDEHYDE